3,4-dihydroxy-gamma-butyrolactone OC1CC(=O)OC1O